C1(=CC=CC=C1)C(CCC1OC(OCC1)CC(C)C1=CC=CC=C1)=O 1-phenyl-3-(2-(2-phenylpropyl)-1,3-dioxan-4-yl)propan-1-one